COC=1C=CC(=NC1)C=1C(=NN(C1C)C)C=O (4-(5-methoxypyridin-2-yl)-1,5-dimethyl-1H-pyrazol-3-yl)methanone